1,1'-thiocarbonyl-bis-(1,2,4)-triazole C(=S)(N1N=CN=C1)N1N=CN=C1